(2R,3R,4S,5R,6R)-4-(4-(2,3-difluoro-4-methylphenyl)-1H-1,2,3-triazol-1-yl)-6-((5-((1R,2R)-2-hydroxycyclobutyl)isoxazol-3-yl)methyl)-2-(hydroxymethyl)-5-methoxytetrahydro-2H-pyran-3-ol FC1=C(C=CC(=C1F)C)C=1N=NN(C1)[C@H]1[C@H]([C@H](O[C@@H]([C@@H]1OC)CC1=NOC(=C1)[C@H]1[C@@H](CC1)O)CO)O